C(C1=CC=CC=C1)N[C@@H]1[C@H](CCCC1)CC=1C=C2CN(C(C2=CC1F)=O)C1C(NC(CC1)=O)=O 3-(5-(((1R,2S)-2-(benzylamino)cyclohexyl)methyl)-6-fluoro-1-oxoisoindolin-2-yl)piperidine-2,6-dione